Boc-aminotris[(2-propynyloxy)methyl]methane C(=O)(OC(C)(C)C)NC(COCC#C)(COCC#C)COCC#C